(S)-3,6-dichloro-1-(2-fluoro-3-((1-(4-meth-oxy-2-methylpyrimidin-5-yl)-5-methyl-4-nitro-1H-pyrazol-3-yl)oxy)propyl)-1H-pyrazolo[3,4-d]pyrimidine ClC1=NN(C2=NC(=NC=C21)Cl)C[C@@H](COC2=NN(C(=C2[N+](=O)[O-])C)C=2C(=NC(=NC2)C)OC)F